NC1=NC=2C=CC(=CC2C2=C1C=NN2C)C(=O)N([C@@H]2COC1=C2C=CC(=C1)C1=CC=NN1C)C 4-amino-N,1-dimethyl-N-((3S)-6-(1-methyl-1H-pyrazol-5-yl)-2,3-dihydro-1-benzofuran-3-yl)-1H-pyrazolo[4,3-c]quinoline-8-carboxamide